(1S,3R)-4'-Chloro-5'-(5-cyano-1H-indol-3-yl)-3-methyl-1',2'-dihydrospiro[cyclopentane-1,3'-pyrrolo[2,3-b]pyridine]-3-carbonitrile ClC1=C2C(=NC=C1C1=CNC3=CC=C(C=C13)C#N)NC[C@@]21C[C@@](CC1)(C#N)C